CN(C(N(C)C)=NC)C(=NC1=CC=CC=C1)N1CCOCC1 tetrakis-methyl-N'-[4-morpholinyl-(phenylimino)methyl]guanidine